C(C)(C)(C)OC(N[C@@H]1C2=C(OC13CCN(CC3)C3=CN=C1C(=N3)N(N=C1I)C1OCC1)C=C(C=C2)F)=O N-[(3R)-6-fluoro-1'-[3-iodo-1-(oxetan-2-yl)-1H-pyrazolo[3,4-b]pyrazin-6-yl]-3H-spiro[1-benzofuran-2,4'-piperidin]-3-yl]carbamic acid tert-butyl ester